(2S,4S)-4-hydroxy-N-((S)-1-(4-(4-methylthiazol-5-yl)phenyl)ethyl)pyrrolidine-2-carboxamide hydrochloride Cl.O[C@H]1C[C@H](NC1)C(=O)N[C@@H](C)C1=CC=C(C=C1)C1=C(N=CS1)C